2'-Chloro-N-(5-(4-chloro-3-(difluoromethyl)benzoyl)-5,6-dihydro-4H-pyrrolo[3,4-d]thiazol-2-yl)-5'-methoxy-6-methyl-[4,4'-bipyridine]-3-carboxamide ClC1=NC=C(C(=C1)C1=C(C=NC(=C1)C)C(=O)NC=1SC2=C(N1)CN(C2)C(C2=CC(=C(C=C2)Cl)C(F)F)=O)OC